CN1C=2C=CC3=C(C2C=2C4=C(C=CC12)C=CC=C4)C=CC=C3 7-Methyl-7H-dibenzo[c,g]carbazol